carboxy-7-((2',3',5'-trifluoro-[1,1'-biphenyl]-2-yl)oxy)-1,2,3,4-tetrahydronaphthalene-2-aminium chloride [Cl-].C(=O)(O)C1C(CCC2=CC=C(C=C12)OC1=C(C=CC=C1)C1=C(C(=CC(=C1)F)F)F)[NH3+]